(R)-7-(2-((2-chloro-4-(3-methylpiperazin-1-yl)phenyl)amino)-5-(trifluoromethyl)pyrimidin-4-yl)-4-(oxetan-3-yl)-3,4-dihydrothieno[2,3-f][1,4]thiazepin-5(2H)-one 1,1-dioxide ClC1=C(C=CC(=C1)N1C[C@H](NCC1)C)NC1=NC=C(C(=N1)C1=CC2=C(C(N(CCS2(=O)=O)C2COC2)=O)S1)C(F)(F)F